7-chloro-6-fluoro-isoquinoline ClC1=C(C=C2C=CN=CC2=C1)F